C(CCCCCCCCCCCCCC)OC=1C=CC=C(C1)O 5-pentadecoxy-phenol